FC(OC=1C=C(CNC(=O)C23CC4(CC(CC(C2)C4)C3)C3=CC=C(C=C3)Cl)C=CC1)(F)F 3-(4-Chloro-phenyl)-adamantane-1-carboxylic acid 3-trifluoromethoxy-benzylamide